[Cl-].C(C1=CC=CC=C1)NC(/C=C(\C)/[N+](CCCCCCCCCCCCCCCC)(C)C)=O (E)-N-(4-(benzylamino)-4-oxobut-2-en-2-yl)-N,N-dimethylhexadecan-1-aminium chloride